2-methylallyl acrylate C(C=C)(=O)OCC(=C)C